OC1(CNC1)C#CC1=CC2=C(OC[C@@H](C(N2C)=O)NC(C2=NC=CC(=C2)OC2=CC=CC=C2)=O)C=C1 (S)-N-(7-((3-Hydroxyazetidin-3-yl)ethynyl)-5-methyl-4-oxo-2,3,4,5-tetrahydrobenzo[b][1,4]oxazepin-3-yl)-4-phenoxypicolinamid